1-(2,3-dimethoxypropyl)-4-propylpiperazine COC(CN1CCN(CC1)CCC)COC